CN1C(N(CC1)C)=O N,N'-dimethylimidazolidin-2-one